1-(4-fluorophenyl)-6-methyl-5-(3-(4-(trifluoromethyl)piperidin-1-yl)propyl)-1,5-dihydro-4H-pyrazolo[3,4-d]pyrimidin-4-one FC1=CC=C(C=C1)N1N=CC2=C1N=C(N(C2=O)CCCN2CCC(CC2)C(F)(F)F)C